OC1(CCCC1)C=1CNC=CC1 3-(1-hydroxycyclopentyl)-1H-pyridine